1,3,4,6-tetrakis(methoxymethyl)tetrahydroimidazo[4,5-d]imidazole-2,5(1H,3H)-dione COCN1C(N(C2C1N(C(N2COC)=O)COC)COC)=O